C(C)(=O)N1CCC(CC1)NCC=1C(=C(C=CC1)NC=1C(=C(C=CC1)C1=NC=CC(=C1Cl)C1=NC(=C(C=C1)CNC[C@@H]1CCC(N1)=O)OC)Cl)F (S)-5-((((2'-(3-((3-(((1-acetylpiperidin-4-yl)amino)methyl)-2-fluorophenyl)amino)-2-chlorophenyl)-3'-chloro-6-methoxy-[2,4'-bipyridin]-5-yl)methyl)amino)methyl)pyrrolidin-2-one